4-nitro-N-(3a,5b,8,8,11a-pentamethyl-1-(1-(4-nitrobenzamido)prop-1-en-2-yl)icosahydro-1H-cyclopenta[a]chrysen-9-yl)benzamide [N+](=O)([O-])C1=CC=C(C(=O)NC2C(C3CCC4(C5CCC6(C(C5CCC4C3(CC2)C)C(CC6)C(=CNC(C6=CC=C(C=C6)[N+](=O)[O-])=O)C)C)C)(C)C)C=C1